ClC1=CC(=C(C(=O)NC=2C=NC=CC2)C=C1)OCC1=C(C=CC=C1)Cl 4-chloro-2-(2-chloro-benzyloxy)-N-(pyrid-3-yl)benzamide